CC(CN)NCC=1C(=NNC1)C1CCC(CC1)N1CCOCC1 1-methyl-N1-((3-(4-Morpholinocyclohexyl)-1H-pyrazol-4-yl)methyl)ethane-1,2-diamine